(((S)-oxetan-2-yl)methyl)-3H-imidazo[4,5-b]pyridine-5-carboxylic acid O1[C@H](CC1)CC1=NC=2C(=NC(=CC2)C(=O)O)N1